1,2,3-trimethylpiperidine CN1C(C(CCC1)C)C